N(=[N+]=[N-])CCCCCCNC1=C2C(N(C(C2=CC=C1)=O)C1C(NC(CC1)=O)=O)=O 4-((6-Azidohexyl)amino)-2-(2,6-dioxopiperidin-3-yl)isoindoline-1,3-dione